2-(4-Methylthiazol-5-yl)tetrahydro-4H-pyran-4-one CC=1N=CSC1C1OCCC(C1)=O